methyl 2-acetylimino-5-bromo-6-methoxynicotinate C(C)(=O)N=C1C(C(=O)OC)C=C(C(=N1)OC)Br